5-(2-fluoro-6-methoxyphenyl)-4-phenyl-1H-pyrrole-3-carboxylic acid ethyl ester C(C)OC(=O)C1=CNC(=C1C1=CC=CC=C1)C1=C(C=CC=C1OC)F